N-(furan-2-ylmethyl)-3-(1,2,5-trimethyl-1H-indol-3-yl)propanamide phosphonate P(O)(O)=O.O1C(=CC=C1)CNC(CCC1=C(N(C2=CC=C(C=C12)C)C)C)=O